5-chloro-1'-{2-[3-(1,2-dihydroxyethyl)-4-methanesulfonylphenoxy]ethyl}-1,2-dihydrospiro[indole-3,4'-piperidin]-2-one ClC=1C=C2C(=CC1)NC(C21CCN(CC1)CCOC1=CC(=C(C=C1)S(=O)(=O)C)C(CO)O)=O